1-(4-chlorophenyl)-2-trimethylsilylacetylene ClC1=CC=C(C=C1)C#C[Si](C)(C)C